[Ti].[Ni].[Ta] tantalum-nickel-titanium